O=C1N(C(C2=CC=CC=C12)=O)C[C@H]1N(CCC2=CC=CC(=C12)O[C@@H]1CN(CC1)C(=O)C1=CN=CS1)C(=O)[C@H]1[C@H](CCCC1)C(=O)NCC (1S,2R)-2-((S)-1-((1,3-dioxoisoindolin-2-yl)methyl)-8-(((S)-1-(thiazole-5-carbonyl)pyrrolidin-3-yl)oxy)-1,2,3,4-tetrahydroisoquinoline-2-carbonyl)-N-ethylcyclohexane-1-carboxamide